4-chloro-6-fluoropyridine-formaldehyde ClC1=CC(=NC(=C1)F)C=O